C1=CC=C(C=C1)[N+]2=CC(=S)ON2 The molecule is a member of the class of oxadiazoles that is 1,2,3-oxadiazole carrying phenyl and thioxo substituents at positions 3 and 5 respectively. It is an organic cation, an oxadiazole and a thiocarbonyl compound.